2-Methyl-propane-2-sulfinic acid [(R)-1-(3-cyano-phenyl)-ethyl]-amide C(#N)C=1C=C(C=CC1)[C@@H](C)NS(=O)C(C)(C)C